FC1=C(N)C=C(C=C1)C=1C=NC=2N(C1)C=C(N2)COC2=NC=C(C=C2)F 2-fluoro-5-[2-[(5-fluoro-2-pyridyl)oxymethyl]imidazo[1,2-a]pyrimidin-6-yl]aniline